C1=CC=C(C(=C1)C2=C(C(=CC=C2)O)C3=CC=CC=C3O)O Terphenol